NC1=C(C=2C(=NC(=C(C2)C)C)N1C1=C(C(=CC=C1C1CC1)OC)C)C(=O)N 2-Amino-1-(6-cyclopropyl-3-methoxy-2-methylphenyl)-5,6-dimethyl-1H-pyrrolo[2,3-b]pyridine-3-carboxamide